C12(C(CCCC1)O2)CC21C(CC(CC2)C(=O)[O-])O1 4-epoxycyclohexylmethyl-3,4-epoxycyclohexane-carboxylate